1-(2-thienyl)-5-(4-hydroxyphenyl)-1,4-pentadien-3-one S1C(=CC=C1)C=CC(C=CC1=CC=C(C=C1)O)=O